C(=O)O.NCC1=CC=C(C=C1)CCCN1N=C(C(=C1)C1=CN=C2N1C=CN=C2NC2=CC(=C(C(=O)NC)C=C2)Cl)C(F)(F)F 4-((3-(1-(3-(4-(aminomethyl)phenyl)propyl)-3-(trifluoromethyl)-1H-pyrazol-4-yl)imidazo[1,2-a]pyrazin-8-yl)amino)-2-chloro-N-methylbenzamide formate